7-((5-(4-chlorophenyl)-2,5-diazabicyclo[2.2.1]heptan-2-yl)methyl)-3-ethylquinolin-2(1H)-one ClC1=CC=C(C=C1)N1C2CN(C(C1)C2)CC2=CC=C1C=C(C(NC1=C2)=O)CC